C(C)OC=1C=C(C=CC1)/C=C/C(=O)C1=CC=C(C=C1)N1CCC(CC1)O (E)-3-(3-Ethoxyphenyl)-1-[4-(4-hydroxypiperidin-1-yl)phenyl]prop-2-en-1-one